(S)-5-(5,6,7,8-tetrahydro-[1,2,4]triazolo[4,3-a]pyrazine-7-carbonyl)pyrrolidin-2-one trifluoroacetic acid salt FC(C(=O)O)(F)F.N=1N=CN2C1CN(CC2)C(=O)[C@@H]2CCC(N2)=O